3,5-dimethoxy-2,4,6-trinitrobromobenzene COC=1C(=C(C(=C(C1[N+](=O)[O-])OC)[N+](=O)[O-])Br)[N+](=O)[O-]